5-chloro-2-(2-hydroxy-4-pyridyl)-4-tetrahydropyran-4-yl-1H-pyrimidin-6-one ClC1=C(N=C(NC1=O)C1=CC(=NC=C1)O)C1CCOCC1